P(=O)([O-])([O-])[O-].[Ce+4].[NH4+] ammonium ceric phosphate